C(C)(CC)C1CCCC=2C=CC=NC12 8-(sec-butyl)-5,6,7,8-tetra-hydroquinoline